CS(=O)(=O)[O-].C[NH+]1C(CCCC1)CCCC 1-Methyl-2-butylpiperidinium methansulfonat